N1C=C(C2=CC=CC=C12)CC(=O)N[C@@H](CC(=O)O)C(=O)O |r| N-(3-indolylacetyl)-DL-aspartic acid